[Ca].[Al].[Fe] iron-aluminum-calcium salt